N1=CN=C(C2=CC=CC=C12)N1CCC2(CN(C2)C(C=C)=O)CC1 1-(7-(QUINAZOLIN-4-YL)-2,7-DIAZASPIRO[3.5]NONAN-2-YL)PROP-2-EN-1-ON